BrC=1C=CC2=C(C(OC3=CC=CC=C23)=O)C1 8-bromo-benzo[c]chromen-6-one